COC=1N=C2C(=CC=NC2=CC1OC)OC1=CC=C(C=C1)NC(=O)C1=CN(C(=C(C1=O)C1=C(C=C(C=C1)F)C)CO)CC N-[4-[(6,7-Dimethoxy-1,5-naphthyridin-4-yl)oxy]phenyl]-1-ethyl-5-(4-fluoro-2-methylphenyl)-6-(hydroxymethyl)-4-oxopyridine-3-carboxamide